O[C@@H](CN1CC(=CC=C1)NC1=C(C=C(C=C1)I)F)CO N-[(2S)-2,3-dihydroxypropyl]-3-(2-fluoro-4-iodoanilino)pyridine